4-formazanOxy-3-(prop-2-yn-1-yloxy)benzaldehyde N=NC(=NN)OC1=C(C=C(C=O)C=C1)OCC#C